C=C(C(C1=C(C(=C(C(=C1C)C)C)C)O)(C1=CC=CC=2NN=NC21)C2=CC=CC=1NN=NC12)CC methylenebis-benzotriazolyl-tetra-methylbutylphenol